C(=C)C1(CCCO1)C 5-ethenyl-5-methyloxolan